[W].[Th].[Co] cobalt-thorium-tungsten